NCC=1C=C(C=CC1)C1=CC(=C(C=2C=COC21)OC)COC2=C(C=CC=C2)CC(=O)O 2-(2-((7-(3-(aminomethyl)phenyl)-4-methoxybenzofuran-5-yl)methoxy)phenyl)acetic acid